C1(CC1)N1C[C@@H](N(CC1)CC1=CC(=C2CN(C(C2=C1)=O)C1=CC(=CC=C1)C1(COC1)[C@H](C1=NN=CN1C)F)C(F)(F)F)C(C)C 6-(((S)-4-cyclopropyl-2-isopropylpiperazin-1-yl)methyl)-2-(3-(3-((R)-fluoro(4-methyl-4H-1,2,4-triazol-3-yl)methyl)oxetan-3-yl)phenyl)-4-(trifluoromethyl)isoindolin-1-one